[Si](C)(C)(C(C)(C)C)O[C@@H]1C[C@H](N(C1)C(=O)OC(C)(C)C)C=1N(C=CN1)[C@H](C)C1=CC=CC2=CC=CC=C12 tert-Butyl (2S,4R)-4-[tert-butyl(dimethyl)silyl]oxy-2-[1-[(1R)-1-(1-naphthyl)ethyl]imidazol-2-yl]pyrrolidine-1-carboxylate